4-(3-(3-(Methylamino)-1-(thiophen-2-yl)propoxy)phenyl)-1,4-diazepan-5-one CNCCC(OC=1C=C(C=CC1)N1CCNCCC1=O)C=1SC=CC1